C(C(C)C)(=O)C=1C(=CC(=NC1)NC(=O)C1CC1)NC1=C(C(=CC=C1)C1=NN(C=N1)C)OC N-(5-isobutyryl-4-((2-methoxy-3-(1-methyl-1H-1,2,4-triazol-3-yl)phenyl)amino)pyridin-2-yl)cyclopropanecarboxamide